O1C(=NC2=C1C=CC=C2)C(C)NC2=CC(=C(C=C2)OC)Cl N-(1-(benzo[d]oxazol-2-yl)ethyl)-3-chloro-4-methoxyaniline